3,5-dichloro-4-hydroxy-N-(3-(2-morpholino-1-phenylethyl)-4-oxo-3,4-dihydroquinazolin-5-yl)benzamide ClC=1C=C(C(=O)NC2=C3C(N(C=NC3=CC=C2)C(CN2CCOCC2)C2=CC=CC=C2)=O)C=C(C1O)Cl